FC=1C=C(C=CC1)C(C(C)SC1=NNC(=N1)C1=CC=NC=C1)=O 1-(3-fluorophenyl)-2-{[5-(pyridin-4-yl)-1H-1,2,4-triazol-3-yl]sulfanyl}propan-1-on